1,3-dibenzyl-2-oxoimidazolidine C(C1=CC=CC=C1)N1C(N(CC1)CC1=CC=CC=C1)=O